coumarin O1C(=O)C=CC2=CC=CC=C12